ClC=1C=C(C=CC1F)C1=CC(=CC=C1)C(CC(=O)O)NC(=O)NC=1C(N(C=C(C1O)C)C)=O 3-(3'-chloro-4'-fluorobiphenyl-3-yl)-3-(3-(4-hydroxy-1,5-dimethyl-2-oxo-1,2-dihydropyridin-3-yl)ureido)propionic acid